N-(4-(9,9-bis(phenyl-d5)-9H-fluoren-1-yl)phenyl)-5'-phenyl-[1,1':3',1''-terphenyl]-2'-amine C1(=C(C(=C(C(=C1[2H])[2H])[2H])[2H])[2H])C1(C2=CC=CC=C2C=2C=CC=C(C12)C1=CC=C(C=C1)NC1=C(C=C(C=C1C1=CC=CC=C1)C1=CC=CC=C1)C1=CC=CC=C1)C1=C(C(=C(C(=C1[2H])[2H])[2H])[2H])[2H]